S(=O)(=O)(O)O.C(=CC1=CC=CC=C1)C1=C(C(=C(C=C1)OC1=C(C(=C(C=C1)C=CC1=CC=CC=C1)C=CC1=CC=CC=C1)C=CC1=CC=CC=C1)C=CC1=CC=CC=C1)C=CC1=CC=CC=C1 tristyrylphenyl ether sulfate